N-(2-(3-(Dimethylamino)propoxy)-5-(3'-methyl-2'-oxo-2',3'-dihydrospiro[cyclobutane-1,1'-pyrrolo[2,3-c]quinolin]-8'-yl)pyridin-3-yl)-2-ethylthiazole-5-sulfonamide CN(CCCOC1=NC=C(C=C1NS(=O)(=O)C1=CN=C(S1)CC)C1=CC=2C3=C(C=NC2C=C1)N(C(C31CCC1)=O)C)C